FC1=C(OC2=C1C=CC=C2CC#N)I 2-(3-fluoro-2-iodobenzofuran-7-yl)acetonitrile